ClC1=NC=C(C(=N1)NCC1=C(C=C(C=C1)C(F)(F)F)F)C(=O)N 2-chloro-4-((2-fluoro-4-(trifluoromethyl)benzyl)amino)pyrimidin-5-carboxamide